C(C)OC(=O)C1=NOC(=C1)CCS(=O)(=O)C 5-(2-(methylsulfonyl)ethyl)isoxazol-3-carboxylic acid ethyl ester